FC(C(=O)N1CCC(CCC1)=O)(F)F N-(Trifluoroacetyl)azepan-4-one